CC1=C(NC=2C(=N1)N=CC2C#N)C dimethyl-pyrrolo[2,3-b]Pyrazine-7-carbonitrile